tert-butyl (2-(1-(2-cyano-4-(trifluoromethyl)phenyl)-7'-(2-ethoxypyridin-3-yl)-2'-oxo-2',3'-dihydro-1'H-spiro[piperidine-4,4'-quinolin]-1'-yl)ethyl)carbamate C(#N)C1=C(C=CC(=C1)C(F)(F)F)N1CCC2(CC(N(C3=CC(=CC=C23)C=2C(=NC=CC2)OCC)CCNC(OC(C)(C)C)=O)=O)CC1